tert-butyl (S)-(1-(5-phenyl-1,2,4-oxadiazol-3-yl)ethyl)carbamate C1(=CC=CC=C1)C1=NC(=NO1)[C@H](C)NC(OC(C)(C)C)=O